tert-butyl (S)-4-((4-ethyl-8-fluoro-4-hydroxy-9-methyl-3,14-dioxo-3,4,12,14-tetrahydro-1H-pyrano[3',4':6,7]indolizino-[1,2-b]quinolin-11-yl)methyl)-piperazine-1-carboxylate C(C)[C@]1(C(OCC=2C(N3CC=4C(=NC=5C=C(C(=CC5C4CN4CCN(CC4)C(=O)OC(C)(C)C)C)F)C3=CC21)=O)=O)O